racemic-(3R,4R)-4-amino-2,2,6,6-tetramethyl-piperidin-3-ol dihydrochloride Cl.Cl.N[C@H]1[C@H](C(NC(C1)(C)C)(C)C)O |r|